(1S,2R)-2-(2,2-difluoroethyl)cyclopropanecarboxylic acid FC(C[C@@H]1[C@H](C1)C(=O)O)F